2-((4-(7-((4-amino-1-cyanocyclohexyl)methyl)-2,7-diazaspiro[3.5]nonan-2-yl)pyrimidin-5-yl)oxy)-N-ethyl-5-fluoro-N-isopropylbenzamide NC1CCC(CC1)(C#N)CN1CCC2(CN(C2)C2=NC=NC=C2OC2=C(C(=O)N(C(C)C)CC)C=C(C=C2)F)CC1